C(C1=CC=CC=C1)N(CCC(=O)O)C=1SC(=C(N1)C1=CC(=C(C=C1)Cl)Cl)C(N)=O 3-(benzyl-(5-carbamoyl-4-(3,4-dichlorophenyl)thiazol-2-yl)amino)propanoic acid